5-((1-methylazetidin-2-yl)methoxy)pyridin CN1C(CC1)COC=1C=CC=NC1